(difluoromethoxy)isoindolin FC(OC1NCC2=CC=CC=C12)F